C(C1=CC=CC=C1)OC1=CC2=C(N(C(=N2)C2=CC=C(C=C2)[N+](=O)[O-])CC2=CC=C(C=C2)F)C=C1 5-(Benzyloxy)-1-(4-fluorobenzyl)-2-(4-Nitrophenyl)-1H-Benzo[d]imidazole